C(C)OC(CC=1C=CN2CC3(CC(C12)=O)CC3)=O 2-(8'-oxo-7',8'-dihydro-5'H-spiro[cyclopropane-1,6'-indolizine]-1'-yl)acetic acid ethyl ester